chloro-N-(6-(1-(2-(dimethylamino)ethyl)-4-methyl-1H-pyrazol-5-yl)thiazolo[4,5-c]pyridin-2-yl)-5'-methoxy-6-methyl-[4,4'-bipyridine]-3-carboxamide trifluoroacetate FC(C(=O)O)(F)F.ClC1=NC(=CC(=C1C(=O)NC=1SC2=C(C=NC(=C2)C2=C(C=NN2CCN(C)C)C)N1)C1=CC=NC=C1OC)C